7-(2,2-difluoroethoxy)-4-(4-fluoro-2-methylphenyl)isoquinolin-1(2H)-one FC(COC1=CC=C2C(=CNC(C2=C1)=O)C1=C(C=C(C=C1)F)C)F